Racemic-N-(5,6-dimethyl-3-pyridyl)-2-[(2R,5S)-5-methyl-2-(2-oxo-3,4,4a,8a-tetrahydro-1H-quinolin-6-yl)-1-piperidyl]-2-oxo-acetamide CC=1C=C(C=NC1C)NC(C(=O)N1[C@H](CC[C@@H](C1)C)C1=CC2CCC(NC2C=C1)=O)=O